COC1=CC2=C(N=C(S2)NC=2C=C(C(=O)N[C@@H]3CNCC3)C=CN2)C=C1 (S)-2-((6-methoxybenzo[d]thiazol-2-yl)amino)-N-(pyrrolidin-3-yl)isonicotinamide